[Cl-].C(C(=C)C)(=O)OCC[S+](C)C 2-methacryloxyethyldimethylsulfonium chloride